ClC=1C(=NN(C1C)C=1C=C(C(=O)N(C2=CC3=C(OCCO3)C=C2)C2CC2)C=CC1)C 3-(4-chloro-3,5-dimethyl-pyrazol-1-yl)-N-cyclopropyl-N-(2,3-dihydro-1,4-benzodioxin-6-yl)benzamide